2-(3-bromo-2-fluorobenzyl)-3-oxopyrrolidine-1-carboxylic acid tert-butyl ester C(C)(C)(C)OC(=O)N1C(C(CC1)=O)CC1=C(C(=CC=C1)Br)F